CC=1OC(=C(N1)C)C(=O)N 2,4-dimethyloxazole-5-carboxamide